3,3',5,5'-tetramethylbenzidine, dihydrochloride Cl.Cl.CC=1C=C(C=C(C1N)C)C1=CC(=C(N)C(=C1)C)C